3-{2-[2-(2-Chloroacetylamino)aminoethyl]acetylamino}-2,4,6-triiodobenzoic acid ClCC(=O)NNCCCC(=O)NC=1C(=C(C(=O)O)C(=CC1I)I)I